L-2-(2,2'-bipyridyl-5-oxy)-1-methylbenzylamine N1=C(C=CC(=C1)OC1C(CN)(C=CC=C1)C)C1=NC=CC=C1